N-(6-(2,6-difluoro-3-(3-isopropylphenylsulfonamido)phenyl)quinazolin-2-yl)pivalamide FC1=C(C(=CC=C1NS(=O)(=O)C1=CC(=CC=C1)C(C)C)F)C=1C=C2C=NC(=NC2=CC1)NC(C(C)(C)C)=O